N-(8-(methylamino)-5-(pyrimidin-4-ylethynyl)-2,7-naphthyridin-3-yl)cyclopropanecarboxamide CNC=1N=CC(=C2C=C(N=CC12)NC(=O)C1CC1)C#CC1=NC=NC=C1